3,3'-disulfanediylbis(4-chloroaniline) S(SC=1C=C(N)C=CC1Cl)C=1C=C(N)C=CC1Cl